NC1=CC=C(C=C1)N=NC1=CC=C(C=C1)N(C)C 4-amino-4'-Dimethylaminoazobenzene